BrC=1C=C(C(=NC1)OC)C1=C(C=CC=C1)S(=O)(=O)N (5-bromo-2-methoxypyridin-3-yl)benzenesulfonamide